1-[(2R,3R)-2-(2-Chloro-5-fluoro-3-methyl-phenyl)-3-[(2R)-2-morpholinopropoxy]pyrrolidin-1-yl]-2-[3-cyclopropyl-5-(trifluoromethyl)pyrazol-1-yl]ethanone ClC1=C(C=C(C=C1C)F)[C@H]1N(CC[C@H]1OC[C@@H](C)N1CCOCC1)C(CN1N=C(C=C1C(F)(F)F)C1CC1)=O